N[C@H](C)C=1C=C(C=C2C(C=C(OC12)SCC)=O)C(F)(F)F 8-[(1R)-1-Aminoethyl]-2-ethylsulfanyl-6-(trifluoromethyl)chromen-4-one